tert-butyl 2-amino-6-azaspiro[3.4]octane-6-carboxylate NC1CC2(C1)CN(CC2)C(=O)OC(C)(C)C